COC=1C=CC(=C2C(=CC=NC12)C(F)(F)F)[N+](=O)[O-] 8-methoxy-5-nitro-4-trifluoromethylquinoline